(S)-N2-(piperidin-3-yl)-5-(trifluoromethyl)-N4-(5-(trifluoromethyl)benzo[d]thiazol-2-yl)pyrimidine-2,4-diamine N1C[C@H](CCC1)NC1=NC=C(C(=N1)NC=1SC2=C(N1)C=C(C=C2)C(F)(F)F)C(F)(F)F